BrC1=C(C=CC=C1C)C 2-Bromo-m-xylene